FC=1C=C(OCC(C(=O)O)(C)C)C=CC1 3-(3-fluorophenoxy)-2,2-dimethylpropionic acid